C(CCCCCCCCCCC)C=1C(=C(C=CC1)O)CCCCCCCCC lauryl-nonylphenol